5,6,7,8-tetrahydro-1,7-naphthyridine-2,4-diol hydrochloride Cl.N1=C(C=C(C=2CCNCC12)O)O